(E)-N'-(3,5-dimethoxybenzylidene)-6-(4-ethoxyphenyl)-5-methylpyrazine-2-carbohydrazide COC=1C=C(\C=N\NC(=O)C2=NC(=C(N=C2)C)C2=CC=C(C=C2)OCC)C=C(C1)OC